2-(3,4-dichlorophenyl)-6-(3-(4-(6-fluorobenzo[d]isoxazol-3-yl)piperidin-yl)propoxy)-5,6,7,8-tetrahydrophthalazin-1(2H)-one ClC=1C=C(C=CC1Cl)N1C(C=2CCC(CC2C=N1)OCCCN1CCC(CC1)C1=NOC2=C1C=CC(=C2)F)=O